N[C@H](C(=O)O)CC1CSSC1 (S)-2-amino-3-(1,2-dithiolan-4-yl)propanoic acid